3-(2,2-dichlorovinyl)-2,2-dimethylcyclopropanecarboxylic acid alpha-cyano-3-phenoxybenzyl ester C(#N)C(C1=CC(=CC=C1)OC1=CC=CC=C1)OC(=O)C1C(C1C=C(Cl)Cl)(C)C